4-oxo-1,7-heptanedioic acid, monomethyl ester O=C(CCC(=O)OC)CCC(=O)[O-]